C1(CC1)C1=NN(C(=C1C)C(F)(F)F)CC(=O)N1[C@@H]([C@@H](CC1)N[S@](=O)C(C)(C)C)C1=C(C(=CC=C1)OC)C (R)-N-[(2R,3R)-1-[2-[3-cyclopropyl-4-methyl-5-(trifluoromethyl)pyrazol-1-yl]acetyl]-2-(3-methoxy-2-methyl-phenyl)pyrrolidine-3-yl]-2-methyl-propane-2-sulfinamide